C(C)(C)(C)N1C=C(C=2C1=NC(=CC2)C(=O)N2CCC(CC2)C(=O)NC2=NC(=C(C(=O)O)C(=C2)C)C)C2=CC(=C(C=C2)Cl)F 6-(1-(1-(tert-butyl)-3-(4-chloro-3-fluorophenyl)-1H-pyrrolo[2,3-b]pyridine-6-carbonyl)piperidine-4-carboxamido)-2,4-dimethylnicotinic acid